naphthalen-2-ylmethyl 3-methoxybenzimidothioate HBr salt Br.COC=1C=C(C(=N)SCC2=CC3=CC=CC=C3C=C2)C=CC1